2-(2-Bromo-5-fluorophenyl)-1H-imidazole BrC1=C(C=C(C=C1)F)C=1NC=CN1